(2R,3S,5R)-5-(6-amino-2-fluoro-9H-purin-9-yl)-2-ethynyl-2-((pentanoyloxy)methyl)tetrahydrofuran-3-yl tridecanoate C(CCCCCCCCCCCC)(=O)O[C@@H]1[C@](O[C@H](C1)N1C2=NC(=NC(=C2N=C1)N)F)(COC(CCCC)=O)C#C